N(N)C1=NC(=CC(=C1)C(F)(F)F)C 2-hydrazineyl-6-methyl-4-(trifluoromethyl)pyridine